C1(=O)OCCC2=CC=CC=C12 3,4-dihydro-isocoumarin